C(C)(C)(C)OC(=O)CO (tert-butoxycarbonyl)(methanol)